ClC1=C(N(N=C1C(F)(F)F)C1=CC(=CC=C1)C(N(C)C1=CC2=C(OCO2)C=C1Cl)=O)OCC1=CC=C(C(=O)OC)C=C1 methyl 4-[[4-chloro-2-[3-[(6-chloro-1,3-benzodioxol-5-yl)-methyl-carbamoyl]phenyl]-5-(trifluoromethyl)pyrazol-3-yl]oxymethyl]benzoate